C(#N)C=1C=C(C=CC1C(F)(F)F)[C@H](C)NC(=O)C=1C(NC2=C(N=C(C=C2C1N1CCN[C@H](CC1)C)C)C1CC1)=O N-{(S)-1-[3-cyano-4-(trifluoromethyl)phenyl]ethyl}-4-[(S)-5-methyl-1,4-diazepan-1-yl]-8-cyclopropyl-6-methyl-2-oxo-1,2-dihydro-1,7-diaza-3-naphthamide